C(C)(C)(C)OC(=O)N1CCC(=CC1)C=1SC(=CN1)Br.BrC1=CN=C(S1)C=1CCN(CC1)C(=O)OC(C)(C)C Tert-butyl 4-(5-bromothiazol-2-yl)-3,6-dihydropyridine-1(2H)-carboxylate tert-Butyl-4-(5-bromothiazol-2-yl)-3,6-dihydropyridine-1(2H)-carboxylate